phenyl (3-chloro-4-methylphenyl)(methyl)carbamate ClC=1C=C(C=CC1C)N(C(OC1=CC=CC=C1)=O)C